(5R)-3-imidazol-1-yl-5-[4-methyl-3-[3-(trifluoromethyl)phenoxy]phenyl]-4,5-dihydroisoxazole N1(C=NC=C1)C1=NO[C@H](C1)C1=CC(=C(C=C1)C)OC1=CC(=CC=C1)C(F)(F)F